1-(5-(5-chloro-2-methoxypyridin-4-yl)-1H-pyrazole-3-carbonyl)-N-((5-chloropyrimidin-2-yl)methyl)piperidine-4-carboxamide ClC=1C(=CC(=NC1)OC)C1=CC(=NN1)C(=O)N1CCC(CC1)C(=O)NCC1=NC=C(C=N1)Cl